COC1=NC=CC(=C1)C1C=C(CCO1)B1OC(C(O1)(C)C)(C)C 2-methoxy-4-[4-(4,4,5,5-tetramethyl-1,3,2-dioxaborolan-2-yl)-3,6-dihydro-2H-pyran-6-yl]pyridine